CC1=NC(=C(C(=C1)N)F)Cl methyl-4-amino-6-chloro-5-fluoro-pyridine